tert-butyl (2S,4R)-4-cyclopropylmethyl-2-[(2-{[(2S,5R)-6-hydroxy-7-oxo-1,6-diaza-bicyclo[3.2.1]oct-2-yl]carbonyl}hydrazinyl)carbonyl]piperidine-1-carboxylate C1(CC1)C[C@H]1C[C@H](N(CC1)C(=O)OC(C)(C)C)C(=O)NNC(=O)[C@H]1N2C(N([C@H](CC1)C2)O)=O